[Ni].[Au].[Ag].[Pd] palladium-silver-gold nickel